C12(CC3CC(CC(C1)C3)C2)P(C23CC1CC(CC(C2)C1)C3)CC3=C(C=CC=C3)CP(C31CC2CC(CC(C3)C2)C1)C12CC3CC(CC(C1)C3)C2 1,2-bis(di-adamantylphosphinomethyl)benzene